N-[1-benzyl-4-(cyclohexen-1-yl)pyrazol-3-yl]benzenesulfonamide C(C1=CC=CC=C1)N1N=C(C(=C1)C1=CCCCC1)NS(=O)(=O)C1=CC=CC=C1